ClC1=CC(N(C=N1)CC1(C(CN(CC1)C([C@@H](CC1CCCCC1)C)=O)(C)C)O)=O 6-chloro-3-((1-((R)-3-cyclohexyl-2-methylpropanoyl)-4-hydroxy-3,3-dimethylpiperidin-4-yl)methyl)pyrimidin-4(3H)-one